5-[4-(Difluoromethoxy)-3-fluoro-5-({(1S)-1-[(3S,4S)-3-methylpiperidin-4-yl]ethyl}amino)phenyl]-1,3,4-oxadiazol-2(3H)-one FC(OC1=C(C=C(C=C1N[C@@H](C)[C@@H]1[C@@H](CNCC1)C)C1=NNC(O1)=O)F)F